2-(2,4-Dioxotetrahydropyrimidin-1(2H)-yl)-5-((4-(thieno[2,3-d]pyrimidin-4-yl)piperazin-1-yl)methyl)isoindoline-1,3-dione O=C1N(CCC(N1)=O)N1C(C2=CC=C(C=C2C1=O)CN1CCN(CC1)C=1C2=C(N=CN1)SC=C2)=O